1-(1,2-methylenedioxyphenyl)-N2-methylbenzene-1,2-diamine C1OC2(C(C=CC=C2)O1)C1(C(C=CC=C1)NC)N